4,5-Difluoro-2-methylaniline fluoroborate F[B-](F)(F)F.FC1=CC(=C(N)C=C1F)C